BrC1=C(C(=CC(=C1)C(C(F)(F)F)(C(F)(F)F)F)Br)NC(C1=C(C(=CC=C1)N(C(C1=C(C=C(C=C1)C#N)CC)=O)CC1CC1)F)=O N-[2,6-dibromo-4-(1,1,1,2,3,3,3-heptafluoropropan-2-yl)phenyl]-3-[N-(cyclopropylmethyl)-2-ethyl-4-cyanobenzamido]-2-fluorobenzamide